1-(3-(5-(trifluoromethyl)-1,2,4-oxadiazol-3-yl)-6,7-dihydrothieno[3,2-c]pyridin-5(4H)-yl)-2-(4-(trifluoromethyl)phenyl)ethan-1-one FC(C1=NC(=NO1)C1=CSC2=C1CN(CC2)C(CC2=CC=C(C=C2)C(F)(F)F)=O)(F)F